(S)-benzyl 2-(((benzyloxy)carbonyl)amino)-3-hydroxypropanoate C(C1=CC=CC=C1)OC(=O)N[C@H](C(=O)OCC1=CC=CC=C1)CO